C(#N)CCCC[Si](F)(C)C 4-cyanobutyl-dimethyl-fluorosilane